N-(8-fluoro-2-methyl-imidazo[1,2-a]pyridin-6-yl)-1,3-benzodioxole-4-carboxamide FC=1C=2N(C=C(C1)NC(=O)C1=CC=CC=3OCOC31)C=C(N2)C